(9H-carbazol-9-yl)biphenyl-3,5-dicarboxnitrile C1=CC=CC=2C3=CC=CC=C3N(C12)C1=C(C=C(C=C1C#N)C#N)C1=CC=CC=C1